NC1(CCOCC1)C(C(=O)N)O 2-(4-Aminotetrahydro-2H-pyran-4-yl)-2-hydroxyacetamide